NC=1C2=C(N=CN1)N(C=C2)[C@@H]2O[C@@H]([C@H]([C@H]2O)O)[C@@H]2OCC1=CC=C(C=C21)Cl (2R,3R,4S,5S)-2-(4-amino-7H-pyrrolo[2,3-d]pyrimidin-7-yl)-5-((R)-6-chloro-1,3-dihydroisobenzofuran-1-yl)tetrahydrofuran-3,4-diol